C(C1=CC=CC=C1)OC1CN(CC12CN=C(O2)N2[C@H](C1=CC=CC=C1CC2)C2=CC=C(C=C2)F)C(=O)OC(C)(C)C tert-butyl 9-(benzyloxy)-2-((S)-1-(4-fluorophenyl)-3,4-dihydroisoquinolin-2(1H)-yl)-1-oxa-3,7-diazaspiro[4.4]non-2-ene-7-carboxylate